4-bromo-2,6-difluorobenzenesulfonamide BrC1=CC(=C(C(=C1)F)S(=O)(=O)N)F